ClC1=CC=C2C(=CNC2=C1)CC(=O)N1CC2C(C(C1)C(=O)NC(C(=O)NC)CCCC1=CC=CC=C1)CN(C2)C(C2=CC(=C(C=C2)OC(C)C)OC)=O 5-(2-(6-chloro-1H-indol-3-yl)acetyl)-2-(4-isopropoxy-3-methoxybenzoyl)-N-(1-(methylamino)-1-oxo-5-phenylpentan-2-yl)octahydro-1H-pyrrolo[3,4-c]pyridine-7-carboxamide